N-[3-(1H-imidazol-1-yl)propyl]3,5-diaminobenzamide Ethyl-(4-(((2R,5S)-3-(4-cyano-3-(trifluoromethyl)phenyl)-2-(trifluoromethyl)oxazolidin-5-yl)methoxy)phenyl)carbamat C(C)N(C(O)=O)C1=CC=C(C=C1)OC[C@@H]1CN([C@H](O1)C(F)(F)F)C1=CC(=C(C=C1)C#N)C(F)(F)F.N1(C=NC=C1)CCCNC(C1=CC(=CC(=C1)N)N)=O